C(#N)CC(=O)NCC1CN(C2=CC=CC=C2C1)C1=CC=C(C=C1)C(F)(F)F 2-cyano-N-((1-(4-(trifluoromethyl)phenyl)-1,2,3,4-tetrahydroquinolin-3-yl)methyl)-acetamide